6-chloro-2-fluoro-pyridine-3-carbaldehyde ClC1=CC=C(C(=N1)F)C=O